3-(5-chloro-2-methoxyphenyl)-3-methyl-6-(trifluoromethyl)-1H-pyrrolo[2,3-b]pyridin ClC=1C=CC(=C(C1)C1(CNC2=NC(=CC=C21)C(F)(F)F)C)OC